C(C)(C)(C)OC(=O)N1[C@@H](COCC1)CCC(=O)O 3-[(3R)-4-tert-butoxycarbonylmorpholin-3-yl]propanoic acid